ClC=1C=C(C(=O)NC2=C(C(=NN2C)C(F)(F)F)F)C=CC1 3-chloro-N-(4-fluoro-1-methyl-3-(trifluoromethyl)-1H-pyrazol-5-yl)benzamide